N-(3-((4,5-Dimethylthiazol-2-yl)ethynyl)-1-methyl-1H-pyrrolo[2,3-b]pyridin-5-yl)acrylamide CC=1N=C(SC1C)C#CC1=CN(C2=NC=C(C=C21)NC(C=C)=O)C